ClC1=NC=CC(=N1)C1=NC(=NO1)C12CCC(CC1)(CC2)CNC(OC(C)(C)C)=O tert-butyl ({4-[5-(2-chloropyrimidin-4-yl)-1,2,4-oxadiazol-3-yl]bicyclo[2.2.2]octan-1-yl}methyl)carbamate